2,4,5-Trifluorobenzoic acid FC1=C(C(=O)O)C=C(C(=C1)F)F